N-[3-(4-amino-furo[3,2-c]pyridin-3-yl)-2-fluoro-phenyl]-3-chloro-4-methoxy-benzenesulfonamide NC1=NC=CC2=C1C(=CO2)C=2C(=C(C=CC2)NS(=O)(=O)C2=CC(=C(C=C2)OC)Cl)F